Potassium thallium oxide [O-2].[Tl+].[K+]